3-methyl-thio-1,2,4-triazine CSC1=NC=CN=N1